n-butyl acetate (butyl acetate) C(CCC)CC(=O)O.C(C)(=O)OCCCC